2-(3-bromo-5-(methylsulfonyl)phenyl)-4,4-dimethyl-4,5-dihydro-oxazole BrC=1C=C(C=C(C1)S(=O)(=O)C)C=1OCC(N1)(C)C